6-aminocaproic acid ammonium salt [NH4+].NCCCCCC(=O)[O-]